P(=O)(OCCCCCCCCCCCCCCCCCC)(OCCCCCCCCCCCCCCCCCC)[O-] di-stearyl phosphate